5-[3,4-(methylenedioxy)phenyl]-4-(4-piperidinyl)-3-hydroxyisothiazole hydrobromide Br.C1OC=2C=C(C=CC2O1)C1=C(C(=NS1)O)C1CCNCC1